Dioxazol-One O1ONC(C1)=O